(2R,6R)-4-(2-(1-cyclopropyl-2,2,2-trifluoroethoxy)-6-fluorobenzyl)-1-isobutyryl-6-methyl-N-(4-(pyrimidin-2-yl)benzyl)piperazine-2-carboxamide C1(CC1)C(C(F)(F)F)OC1=C(CN2C[C@@H](N([C@@H](C2)C)C(C(C)C)=O)C(=O)NCC2=CC=C(C=C2)C2=NC=CC=N2)C(=CC=C1)F